ClC1=C2C(=NC(=C1)C(=O)OC)C(N(C2C2=C(C=CC=C2)Cl)CC2=CC=C(C=C2)OC)=O methyl 4-chloro-5-(2-chlorophenyl)-6-[(4-methoxyphenyl)methyl]-7-oxo-5H,6H,7H-pyrrolo[3,4-b]pyridine-2-carboxylate